C(C)(=O)OC(=C)C1=C(C=CC=C1)C1=CC=C(C=C1)Cl Alpha-acetoxy-2-(4-chlorophenyl)styrene